benzyl 3-(4-fluoro-3-methyl-phenyl)-3-[[3-nitro-4-(trifluoromethoxy)phenyl]sulfonylamino]pyrrolidine-1-carboxylate FC1=C(C=C(C=C1)C1(CN(CC1)C(=O)OCC1=CC=CC=C1)NS(=O)(=O)C1=CC(=C(C=C1)OC(F)(F)F)[N+](=O)[O-])C